octadeca-9,11,13-trien-4-one CCCC(CCCCC=CC=CC=CCCCC)=O